5-methyl-1H-indole-6-carboxamide CC=1C=C2C=CNC2=CC1C(=O)N